BrC=1C(=NC(=NC1)C(=NO)Cl)C 5-bromo-N-hydroxy-4-methylpyrimidine-2-carbimidoyl chloride